FC1=C(C=CC2=C1N(C(=N2)N2CC(CCC2)N)CC2=C(C=CC=C2)C(F)(F)F)OC 1-[7-Fluoro-6-methoxy-1-[[2-(trifluoromethyl)phenyl]methyl]-1H-benzimidazol-2-yl]-3-piperidinamin